(R)-6-(3-(3,5-difluorophenyl)isoxazolidin-2-yl)-N-(2,3-dihydrobenzofuran-7-yl)pyrimidine-4-amine FC=1C=C(C=C(C1)F)[C@@H]1N(OCC1)C1=CC(=NC=N1)NC1=CC=CC=2CCOC21